Tetra-tert-butyl-2,2',2'',2'''-[(2S)-2-(4-{2-[2-(2-ethoxyethoxy)ethoxy]ethoxy}benzyl)-1,4,7,10-tetraazacyclododecane-1,4,7,10-tetrayl]tetraacetate C(C)(C)(C)OC(CN1[C@H](CN(CCN(CCN(CC1)CC(=O)OC(C)(C)C)CC(=O)OC(C)(C)C)CC(=O)OC(C)(C)C)CC1=CC=C(C=C1)OCCOCCOCCOCC)=O